C1(CCCCCC1)[C@@H](C(=O)NC1=NC=C(C=C1)C=1C(=NOC1C)C)NC(=O)C1=CC=NN1C(C)C (S)-N-(1-Cycloheptyl-2-((5-(3,5-dimethylisoxazol-4-yl)pyridin-2-yl)amino)-2-oxoethyl)-1-isopropyl-1H-pyrazole-5-carboxamide